FC(C(C(C(C(=O)[O-])(C1=CC=CC=C1)F)(F)F)(ON1C(CCCC1(C)C)(C)C)C#N)F Pentafluorophenyl-4-cyano-4-{2',2',6',6'-tetramethyl-1-piperidinyloxy}pentanoat